3-[m-(p-Nitrophenoxycarbonyloxy)phenyl]dispiro[cyclohexane-1,3'-[1,2,4]trioxolane-5',2''-tricyclo[3.3.1.13,7]decane] [N+](=O)([O-])C1=CC=C(OC(=O)OC=2C=C(C=CC2)C2CC3(OOC4(C5CC6CC(CC4C6)C5)O3)CCC2)C=C1